propyl 2-propyl-4-(4-nitrophenyl)-5-oxo-1,4,5,7-tetrahydrofuro[3,4-b]pyridine-3-carboxylate C(CC)C1=C(C(C2=C(N1)COC2=O)C2=CC=C(C=C2)[N+](=O)[O-])C(=O)OCCC